ClC1=C(C=C(OCC(=O)N[C@H]2CO[C@@H](CC2)C(=O)N2CC(C2)OC2=CC=C(C=C2)Cl)C=C1)F |r| 2-(4-chloro-3-fluorophenoxy)-N-{rac-(3R,6S)-6-[3-(4-chlorophenoxy)azetidine-1-carbonyl]oxan-3-yl}acetamide